tert-butyl 4-[3-[4-[2-(2,6-dioxo-3-piperidyl)-1,3-dioxo-isoindolin-5-yl]piperazin-1-yl]propyl]piperidine-1-carboxylate O=C1NC(CCC1N1C(C2=CC=C(C=C2C1=O)N1CCN(CC1)CCCC1CCN(CC1)C(=O)OC(C)(C)C)=O)=O